7-bromo-2,12-di-tert-butyl-5,9-diphenyl-5,9-dihydro-5,9-diaza-13b-boranaphtho[3,2,1-de]anthracene BrC=1C=C2N(C=3C=CC(=CC3B3C2=C(C1)N(C=1C=CC(=CC13)C(C)(C)C)C1=CC=CC=C1)C(C)(C)C)C1=CC=CC=C1